6-bromo-3-(2-(methoxymethoxy)phenyl)-7-((2-(trimethylsilyl)ethoxy)methyl)-7H-pyrrolo[2,3-c]pyridazine BrC1=CC2=C(N=NC(=C2)C2=C(C=CC=C2)OCOC)N1COCC[Si](C)(C)C